FC1=C(C(=CC=C1)OC)C1=C2CN(C(C2=CC=C1C#N)=O)C1=NC(=NC(=C1)C)N[C@@H]1CNCC1 4-(2-fluoro-6-methoxyphenyl)-2-(6-methyl-2-(((S)-pyrrolidin-3-yl)amino)pyrimidin-4-yl)-1-oxoisoindoline-5-carbonitrile